2-phenyl-1,2-benzoisoxazol-3(2H)-one C1(=CC=CC=C1)N1OC2=C(C1=O)C=CC=C2